5-((5-((3'-(3-(2-oxa-7-azaspiro[4.4]non-7-yl)propoxy)-2,2'-dimethyl-[1,1'-biphenyl]-3-yl)methoxy)-4-chloro-2-formylphenoxy)methyl)nicotinonitrile C1OCCC12CN(CC2)CCCOC=2C(=C(C=CC2)C2=C(C(=CC=C2)COC=2C(=CC(=C(OCC=1C=NC=C(C#N)C1)C2)C=O)Cl)C)C